ClC1=CC(=NC=N1)N1C[C@H]([C@@H](CC1)N1CC2=CC=CC=C2CC1)O trans-1-(6-chloropyrimidin-4-yl)-4-(3,4-Dihydroisoquinolin-2(1H)-yl)piperidin-3-ol